methyl 2-(benzhydryl(methyl)amino)-5-hydroxy-1-methyl-6-oxo-1,6-dihydropyrimidine-4-carboxylate C(C1=CC=CC=C1)(C1=CC=CC=C1)N(C=1N(C(C(=C(N1)C(=O)OC)O)=O)C)C